BrC=1C=CC2=C(C(CS2(=O)=O)(C)C)C1 5-bromo-3,3-dimethyl-2,3-dihydro-1λ6-benzothiophene-1,1-dione